S(ON1[C@@H]2CC[C@H](N(C1=O)C2)F)(O)(=O)=O (2r,5r)-2-fluoro-7-oxo-1,6-diazabicyclo[3.2.1]oct-6-yl bisulfate